9,10-bis(methoxycarbonyltetradecyleneoxy)anthracene COC(=O)CCCCCCCCCCCCCCOC=1C2=CC=CC=C2C(=C2C=CC=CC12)OCCCCCCCCCCCCCCC(=O)OC